(S)-N-(3-(1-((7-cyclopropylquinoxalin-2-yl)amino)ethyl)phenyl)-5-methylnicotinamide C1(CC1)C1=CC=C2N=CC(=NC2=C1)N[C@@H](C)C=1C=C(C=CC1)NC(C1=CN=CC(=C1)C)=O